2,5-dimethylchromone CC=1OC2=CC=CC(=C2C(C1)=O)C